methyl-7-(methylsulfonyl)-1H-benzo[b]azepin-2(3H)-one CN1C2=C(C=CCC1=O)C=C(C=C2)S(=O)(=O)C